Cl.C(C1=CC=CC=C1)OC(CCCOC=1C=C(C(=O)OCCCBr)C=C(C1OC)OC)CCN1CCNCCC1 3-bromopropyl 3-{[4-(benzyloxy)-6-(1,4-diazepan-1-yl)hexyl]oxy}-4,5-dimethoxybenzoate hydrochloride